ClC1=NC(=NC(=C1)N1CC(C1)OC(F)(F)F)C1=NN(N=C1)C 4-chloro-2-(2-methyl-2H-1,2,3-triazol-4-yl)-6-(3-(trifluoromethoxy)azetidin-1-yl)pyrimidine